Histidine-HCl Cl.N[C@@H](CC1=CNC=N1)C(=O)O